BrC=1C=C(SC1Br)C(CCCC(=O)OC)=O Methyl 5-(4,5-dibromothien-2-yl)-5-oxopentanoate